CC1=C(C=CC(=C1)C)C(CC(=O)O)C1=C(C=C(C=C1)C)C 3,3-di(2,4-dimethylphenyl)propionic acid